1-(4-((tetrahydro-2H-pyran-2-yl)oxy)phenethyl)-1H-1,2,4-triazole O1C(CCCC1)OC1=CC=C(CCN2N=CN=C2)C=C1